N-cyclooctyl-4-(thien-2-yl)-1H-pyrrole-2-carboxamide C1(CCCCCCC1)NC(=O)C=1NC=C(C1)C=1SC=CC1